(R)-6-amino-3-(2-((tert-butoxycarbonyl)amino)-3-phenylpropoxy)picolinic acid methyl ester COC(C1=NC(=CC=C1OC[C@@H](CC1=CC=CC=C1)NC(=O)OC(C)(C)C)N)=O